methyl-6-(benzyloxy)-2-methylindole CC1=C(NC2=CC(=CC=C12)OCC1=CC=CC=C1)C